1,3-dimethyl-benzoimidazolium formate C(=O)[O-].C[N+]1=CN(C2=C1C=CC=C2)C